6-bromo-N-(3,4-difluorophenyl)-1H-indazol-5-amine BrC1=C(C=C2C=NNC2=C1)NC1=CC(=C(C=C1)F)F